5-(4-((6-(Ethoxymethyl)-1,4-dioxan-2-yl)methoxy)phenyl)-2-oxo-6-(trifluoromethyl)-1,2-dihydropyridine-3-carboxamide C(C)OCC1COCC(O1)COC1=CC=C(C=C1)C=1C=C(C(NC1C(F)(F)F)=O)C(=O)N